ClC1=CC(=C(C=C1)NC(OCC(F)(F)F)=O)C(N[C@H](C(C(=O)NC)=O)C[C@H]1C(NCC1)=O)=O 2,2,2-trifluoroethyl N-[4-chloro-2-[[(1S)-3-(methylamino)-2,3-dioxo-1-[[(3S)-2-oxopyrrolidin-3-yl]methyl]propyl]carbamoyl] phenyl]carbamate